C(C)OC1=NC2=CC(=CC=C2C(=C1C(=O)NCC1=CC(=CC=C1)F)C)C(F)(F)F 2-ethoxy-N-[(3-fluorophenyl)-methyl]-4-methyl-7-(trifluoromethyl)-quinoline-3-carboxylic acid amide